1-((3-(chloromethyl)phenyl)sulfonyl)-3-cyclopropyl-1H-1,2,4-triazole ClCC=1C=C(C=CC1)S(=O)(=O)N1N=C(N=C1)C1CC1